mono-isoundecyl sebacate C(CCCCCCCCC(=O)[O-])(=O)OCCCCCCCCC(C)C